2-[(2-chloro-5-morpholinophenyl)methylamino]-5-propyl-4H-[1,2,4]triazolo[1,5-a]pyrimidin-7-one ClC1=C(C=C(C=C1)N1CCOCC1)CNC1=NN2C(NC(=CC2=O)CCC)=N1